ClC1=CC2=C(CN(S(C23CC(C3)CS(=O)(=O)O)(=O)=O)CC)C=C1.O[C@@H](C(=O)NC1=CC=C(C=C1)[N+](=O)[O-])CC (R)-2-hydroxy-N-(4-nitrophenyl)butanamide 7-chloro-3-ethyl-2,2-dioxo-3,4-dihydrospiro[benzo[d][1,2]thiazine-1,1'-cyclobutane]-3'-methanesulfonate